(S)-N-ethyl-5-fluoro-N-isopropyl-2-((5-(2-(6-(isopropyl(methyl)amino)-2-methylhexan-3-yl)-2,6-diazaspiro[3.4]octan-6-yl)-1,2,4-triazin-6-yl)oxy)benzamide fumarate C(\C=C\C(=O)O)(=O)O.C(C)N(C(C1=C(C=CC(=C1)F)OC1=C(N=CN=N1)N1CC2(CN(C2)[C@H](C(C)C)CCCN(C)C(C)C)CC1)=O)C(C)C